F[C@@H]1[C@H]2CCC[C@@H](C[C@@H]1OC1=CC=C(N=N1)C1=C(C=C(C=C1)C=1OC(=CC1)C)O)N2 2-(6-(((1r,2r,3s,5s)-2-fluoro-9-azabicyclo[3.3.1]non-3-yl)oxy)pyridazin-3-yl)-5-(5-methylfuran-2-yl)phenol